2,9-dicyano-1,10-phenanthroline C(#N)C1=NC2=C3N=C(C=CC3=CC=C2C=C1)C#N